2-[1-[[4-(2-Methoxyethoxy)phenyl]methyl]pyrazol-4-yl]-5-propyl-3H-imidazo[2,1-b]purin-4-on COCCOC1=CC=C(C=C1)CN1N=CC(=C1)C1=NC=2N3C(N(C(C2N1)=O)CCC)=NC=C3